C(#N)C1=CC=C(C(=N1)F)OC1CC(C1)NC(O)=O ((1r,3r)-3-((6-cyano-2-fluoropyridin-3-yl)oxy)cyclobutyl)carbamic acid